4-((3-Hydroxycyclobutyl)amino)-N-(4-(4-methylpiperazin-1-yl)phenyl)-2-oxo-1,2-dihydropyridine-3-carboxamide OC1CC(C1)NC1=C(C(NC=C1)=O)C(=O)NC1=CC=C(C=C1)N1CCN(CC1)C